ClC1=CC=C(C(=N1)C(=O)O)N[C@H](C)C1=NC(=CC(=C1)C)N1C(OC[C@@H]1CC1=C(C=C(C=C1)C#N)F)=O 6-Chloro-3-(((R)-1-(6-((S)-4-(4-cyano-2-fluorobenzyl)-2-oxooxazolidin-3-yl)-4-methylpyridin-2-yl)ethyl)amino)picolinic acid